carboxyphenyldisulfide C(=O)(O)SSC1=CC=CC=C1